COC1=C(C=CC=C1)S(=O)(=O)NC1=NOC2=C1CC1(C3=CC=C(C=C32)N3C(C[C@H](C3)C)=O)CC1 (R)-2-methoxy-N-(8'-(4-methyl-2-oxopyrrolidin-1-yl)-4'H-spiro[cyclopropane-1,5'-naphtho[2,1-d]isoxazol]-3'-yl)benzenesulfonamide